C(C)OC(=O)C1(C(NCC1)=O)CC=1C=CC=2N(N1)C=C(N2)[C@H](C2CCCCCC2)N.C2(=C(C=CC=C2)[B-](C2=C(C=CC=C2)C)(C2=C(C=CC=C2)C)C2=C(C=CC=C2)C)C.C[NH+](C)C Trimethylammonium tetrakis(tolyl)borate ethyl-3-((2-((S)-amino(cycloheptyl)methyl)imidazo[1,2-b]pyridazin-6-yl)methyl)-2-oxopyrrolidine-3-carboxylate